4-(pyrimidin-5-ylamino)cyclobut-3-ene-1,2-dione N1=CN=CC(=C1)NC1=CC(C1=O)=O